Tetracosahexaen CCCCCCCCCCCC/C=C/C=C/C=C/C=C/C=C/C=C